C(C)(C)(C)OC(=O)N1CCC(CC1)C=1SC=C(N1)C1=NOC(C1)C1=C(C=CC=C1Cl)Cl 4-(4-(5-(2,6-dichlorophenyl)-4,5-dihydroisoxazol-3-yl)thiazole-2-yl)piperidine-1-carboxylic acid tert-butyl ester